n-methyl-1-(1-methylpyrazol-3-yl)cyclopropylamine CNC1(CC1)C1=NN(C=C1)C